3,4-dihydroxy-2(5H)-furanone OC=1C(OCC1O)=O